C1(=CC=CC=C1)CCOC=C1CC/C=C/CC/C=C/CCC1 (1E,5E)-9-(phenylethoxymethylene)cyclododeca-1,5-diene